(1R,3S)-3-{5-[(phenylacetyl)amino]-1H-pyrazol-3-yl}cyclopentyl [(2S)-1-methoxypropan-2-yl]-carbamate COC[C@H](C)NC(O[C@H]1C[C@H](CC1)C1=NNC(=C1)NC(CC1=CC=CC=C1)=O)=O